{(1R-2S,4R)-4-[(5-{[4-(3-chlorobenzyl)-2-thienyl]carbonyl}pyrimidin-4-yl)amino]-2-hydroxycyclopentyl}methyl sulfamate S(N)(OC[C@@H]1[C@H](C[C@@H](C1)NC1=NC=NC=C1C(=O)C=1SC=C(C1)CC1=CC(=CC=C1)Cl)O)(=O)=O